COC1=CC=C(C=C1)CN1C(N(CCC1=O)C1=NN(C2=CC(=CC=C12)N1CCC(CC1)CC=O)C)=O 2-[1-[3-[3-[(4-methoxyphenyl)methyl]-2,4-dioxo-hexahydro-pyrimidin-1-yl]-1-methyl-indazol-6-yl]-4-piperidinyl]acetaldehyde